6,8-diiodo-apigenin IC1=C(C=2C(C=C(OC2C(=C1O)I)C1=CC=C(O)C=C1)=O)O